FC1(CCN(CC1)C(=O)C1=CC=C(C=C1)C=1C=C(C2=C(C=C(O2)CN2C(OC(=CC2)C=2C=NC=CC2)=O)C1)C1=CC=C(C=C1)F)F 3-((5-(4-(4,4-difluoropiperidine-1-carbonyl)phenyl)-7-(4-fluorophenyl)benzofuran-2-yl)methyl)-6-(pyridin-3-yl)-1,3-oxazin-2-one